Cl.FC1=C(CC2(CCNCC2)C#N)C=CC(=C1)F 4-(2,4-difluorobenzyl)piperidine-4-carbonitrile hydrochloride